[Cs].[Ag] silver cesium salt